1,5-dihydro-4H-imidazo[4,5-c][1,8]naphthyridin-4-one N1C=NC=2C(NC=3N=CC=CC3C21)=O